CC1=C(C=C(N)C=C1)C=1C=NC=C(C1)B1OC(C(O1)(C)C)(C)C 4-methyl-3-(5-(4,4,5,5-tetramethyl-1,3,2-dioxaborolan-2-yl)pyridin-3-yl)aniline